6,7-dimethoxy-2-methyl-N-[(1R)-1-{3-[(E)-2-phenylethenyl]phenyl}ethyl]quinazolin-4-amine COC=1C=C2C(=NC(=NC2=CC1OC)C)N[C@H](C)C1=CC(=CC=C1)\C=C\C1=CC=CC=C1